(S)-N-{1-[3-(6-Chloro-pyridin-3-yl)-phenyl]-ethyl}-3-(4-fluoro-phenyl)-acrylamide ClC1=CC=C(C=N1)C=1C=C(C=CC1)[C@H](C)NC(C=CC1=CC=C(C=C1)F)=O